COC1=CC=C(C=C1)C(OC[C@@H]1[C@]2(CC2(F)F)[C@H]([C@@H](O1)N1C2=NC=NC(=C2N=C1)NC(C1=CC=CC=C1)=O)O)(C1=CC=CC=C1)C1=CC=C(C=C1)OC N-(9-((3S,4S,6R,7R)-4-((bis(4-methoxyphenyl)(phenyl)methoxy)methyl)-1,1-difluoro-7-hydroxy-5-oxaspiro[2.4]heptan-6-yl)-9H-purin-6-yl)benzamide